O1C(=CC=C1)CNCC=1C(=CC=CC1)CC#N 2-furylmethylamino-2-tolueneacetonitrile